7-methoxyquinoline-6-carboxylic acid methyl ester COC(=O)C=1C=C2C=CC=NC2=CC1OC